C(=O)O.CN1N=NC2=C1C=CC(=C2C)[C@@H](CC(=O)O)C2=CC(=C(C=C2)C)CN2CC(OC1=C(C2)C=CC=C1)(C)C (S)-3-(1,4-dimethyl-1H-benzo[d][1,2,3]triazol-5-yl)-3-(3-((2,2-dimethyl-2,3-dihydrobenzo[f][1,4]oxazepin-4(5H)-yl)methyl)-4-methylphenyl)propanoic acid, formic acid salt